CN(C=C(C(=O)OCC)C(=O)C1=CC(=C(C=C1)C)C)C ethyl 3-(dimethylamino)-2-[(3,4-dimethylphenyl)carbonyl]prop-2-enoate